CC=1N(C(=CC1)C)C=1SC2=C(C=NC(=C2)C=2OC=CN2)N1 2-(2-(2,5-dimethyl-1H-pyrrol-1-yl)thiazolo[4,5-c]pyridin-6-yl)oxazol